4-{N-methyl-3-[(({1-[4-(2-cyclopropoxyphenyl)pyridin-3-yl]cyclopropyl}amino)methyl)-4-(trifluoromethyl)benzenesulfonamido]butyl}-3-[(2S,3R,4S,5R)-1,3,4,5,6-pentahydroxyhexan-2-yl]urea CN(S(=O)(=O)C1=C(C=C(C=C1)C(F)(F)F)CNC1(CC1)C=1C=NC=CC1C1=C(C=CC=C1)OC1CC1)C(CC[C@]([C@@H]([C@H](CO)NC(N)=O)O)([C@@H](CO)O)O)C